C(=O)(O)C(C(=O)O)N[C@@H](CS)C(=O)O (dicarboxymethyl)cysteine